C(C)(C)(C)OC(=O)[C@@]1([C@H](C1)COCC1=CC=CC=C1)C (1S,2S)-2-((benzyloxy)methyl)-1-methylcyclopropane-1-carboxylic acid tert-butyl ester